O[C@H]1CC[C@@]2([C@H]3[C@H](C[C@@]4([C@H](CC[C@H]4[C@@H]3CC=C2C1)[C@@H](CCC(=O)N(C)C)C)C)O)C (R)-4-((3S,8S,9S,10R,11S,13R,14S,17R)-3,11-dihydroxy-10,13-dimethyl-2,3,4,7,8,9,10,11,12,13,14,15,16,17-tetradecahydro-1H-cyclopenta[a]phenanthren-17-yl)-N,N-dimethylpentanamide